FC1=C2C(NC(=NC2=CC(=C1)OCC1CCN(CC1)C1CN(C1)C(=O)OC(C)(C)C)CSC1CCOCC1)=O tert-butyl 3-(4-(((5-fluoro-4-oxo-2-(((tetrahydro-2H-pyran-4-yl)thio)methyl)-3,4-dihydroquinazolin-7-yl)oxy)methyl)piperidin-1-yl)azetidine-1-carboxylate